Cl.N[C@H](CC(=O)OCC)C1=CC(=CC=C1)C(C1=C(C=CC=C1)C)(F)F ethyl (R)-3-amino-3-(3-(difluoro(o-tolyl)methyl)phenyl)propanoate hydrochloride